((R)-1-((R)-2-(2-chlorobenzamido)-3-methoxypropanamido)-4-phenylbutyl)boronic acid ClC1=C(C(=O)N[C@@H](C(=O)N[C@@H](CCCC2=CC=CC=C2)B(O)O)COC)C=CC=C1